2-bromo-5-methoxy-3-nitro-6-(pyrazol-1-yl)pyridine BrC1=NC(=C(C=C1[N+](=O)[O-])OC)N1N=CC=C1